ClC=1C=C2C(=CC=NC2=C(C1)Cl)NC(C)C=1N(N=CN1)C1=NC=CC=N1 6,8-dichloro-N-[1-(2-pyrimidin-2-yl-1,2,4-triazol-3-yl)ethyl]quinolin-4-amine